methyl (S)-2-(3-((6-((1-(3-ethylphenyl)ethyl)carbamoyl)-1,2-dimethyl-1H-indol-3-yl)methyl)phenoxy)-2-methylpropanoate C(C)C=1C=C(C=CC1)[C@H](C)NC(=O)C1=CC=C2C(=C(N(C2=C1)C)C)CC=1C=C(OC(C(=O)OC)(C)C)C=CC1